7-amino-3-(2,6-difluoro-3,5-dimethoxyphenyl)-1-methyl-8-(1-methyl-1H-pyrazol-4-yl)-3,4-dihydropyrido[4,3-d]pyrimidin-2(1H)-one NC1=C(C=2N(C(N(CC2C=N1)C1=C(C(=CC(=C1F)OC)OC)F)=O)C)C=1C=NN(C1)C